ClC1=CC=C(C=C1)C=1C=C(C(=O)NC(C(F)(F)F)(C)C)C=C(C1)[N+](=O)[O-] 3-(4-chlorophenyl)-5-nitro-N-(1,1,1-trifluoro-2-methylpropan-2-yl)-benzamide